C(#N)C=1C=CC(=C(C(=O)O)C1)NC(COC=1C=CC=C2C(=NN(C12)C)C1C(NC(CC1)=O)=O)=O 5-Cyano-2-(2-((3-(2,6-dioxopiperidin-3-yl)-1-methyl-1H-indazol-7-yl)oxy)-acetamido)benzoic acid